FC1=C(C=CC=C1)NC(=O)N1CC(CCC1)C1=NC(=C2N1C=CC=C2C)C2=CC(=CC=C2)OC N-(2-fluorophenyl)-3-(1-(3-methoxyphenyl)-8-methylimidazo[1,5-a]pyridin-3-yl)piperidine-1-carboxamide